OCCCCCCCCCCCCCCCCCC(=O)O 18-hydroxystearic acid